(2S,4R)-4-(2-((3'-fluoro-[1,1'-biphenyl]-4-yl)amino)-2-oxoethyl)-1-(2-methylbenzofuro[3,2-d]pyrimidin-4-yl)pyrrolidine FC=1C=C(C=CC1)C1=CC=C(C=C1)NC(C[C@H]1CCN(C1)C=1C2=C(N=C(N1)C)C1=C(O2)C=CC=C1)=O